NC12[C@H](CC(CC1)(CC2)NC(=O)C=2OC1=CC=C(C=C1C(C2)=O)Cl)O (S)-N-(4-amino-3-hydroxybicyclo[2.2.2]oct-1-yl)-6-chloro-4-oxo-4H-chromene-2-carboxamide